C(C)OC(C(C(=O)OCC)[C@@H](C[N+](=O)[O-])C1=NN(C(=C1)C(F)(F)F)C)=O 2-[(1S)-1-[1-methyl-5-(trifluoromethyl)pyrazol-3-yl]-2-nitro-ethyl]malonic acid diethyl ester